methyl 4-(2-(1-(2-(methylthio)propanoyl)piperidin-2-yl)-1H-imidazol-5-yl)benzoate CSC(C(=O)N1C(CCCC1)C=1NC(=CN1)C1=CC=C(C(=O)OC)C=C1)C